C(=O)C1=C(OC(C(=O)OCC)(C)C)C(=CC=C1)OC ethyl 2-(2-formyl-6-methoxyphenoxy)-2-methyl-propanoate